(Z)-4-Hexenyl 10-undecenoate C(CCCCCCCCC=C)(=O)OCCC\C=C/C